8-(2-(ethylamino)-7H-pyrrolo[2,3-d]pyrimidin-5-yl)-3,4-dihydrobenzo[f][1,4]oxazepin-5(2H)-one C(C)NC=1N=CC2=C(N1)NC=C2C2=CC1=C(C(NCCO1)=O)C=C2